Trans-2-(2-(2-benzyl-4-cyclohexylbutyrylamino)acetylamino)cyclohexanecarboxamide C(C1=CC=CC=C1)C(C(=O)NCC(=O)N[C@H]1[C@@H](CCCC1)C(=O)N)CCC1CCCCC1